6-CHLORO-5-FORMYL-4-METHYL-2-OXO-1-PROPYL-1,2-DIHYDRO-PYRIDINE-3-CARBONITRILE ClC1=C(C(=C(C(N1CCC)=O)C#N)C)C=O